C(C)(C)(C)C1=CC(=NO1)NC(NC1=C(C=C(OC2=CC(=NC=C2)NC(OCC)=O)C=C1)SC)=O Ethyl (4-(4-(3-(5-(tert-butyl)isoxazol-3-yl)ureido)-3-(methylthio)phenoxy)pyridin-2-yl)carbamate